7,7'-dimethyl-6,6'-dihydroxy-3,3,3',3'-Tetramethyl-1,1'-spirobiindan CC=1C(=CC=C2C(CC3(C12)CC(C1=CC=C(C(=C13)C)O)(C)C)(C)C)O